(S,2R)-N'-((1,2,3,5,6,7-hexahydro-s-indacen-4-yl)carbamoyl)-2-(methoxymethyl)-2,3-dihydropyrazolo[5,1-b]oxazole-7-sulfonimidamide C1CCC2=C(C=3CCCC3C=C12)NC(=O)N=[S@@](=O)(N)C=1C=NN2C1O[C@H](C2)COC